5-chloro-2-methyl-4H-benzo[d][1,3]oxazine ClC1=CC=CC=2N=C(OCC21)C